4-[4-(difluoromethoxy)phenoxy]-N-[3-(methylsulfonylimino)phenyl]-6-(trifluoromethyl)pyridine-3-carboxamide Sodium [Na].FC(OC1=CC=C(OC2=C(C=NC(=C2)C(F)(F)F)C(=O)NC=2CC(C=CC2)=NS(=O)(=O)C)C=C1)F